methyl 2-(bromomethyl)-5-chloro-4-nitro-benzoate BrCC1=C(C(=O)OC)C=C(C(=C1)[N+](=O)[O-])Cl